CN(C=1SC=C(N1)OC1=NC(=CC=C1)C)C N,N-dimethyl-4-(6-methylpyridin-2-yloxy)thiazol-2-amine